phenothiazin-5-ium trifluoroacetate FC(C(=O)[O-])(F)F.C1=CC=CC2=[S+]C3=CC=CC=C3N=C12